C(CCC)N(CCCC)CCCC N,N-dibutyl-1-butanamine